C(#N)C1=C(C=CC=C1)N1N(C(=C(C1=O)NC(C1=CC=C(C=C1)OC(F)(F)F)=O)C1=C(C=C(C=C1F)OC)F)C N-[2-(2-cyanophenyl)-5-(2,6-difluoro-4-methoxyphenyl)-1-methyl-3-oxo-2,3-dihydro-1H-pyrazol-4-yl]-4-(trifluoromethoxy)benzamide